N-[[3-[3-fluoro-4-[(2-isopropylimidazol-1-yl)methyl]phenyl]-5-isobutyl-2-thienyl]sulfonyl]-3-(2-pyridyl)propanamide FC=1C=C(C=CC1CN1C(=NC=C1)C(C)C)C1=C(SC(=C1)CC(C)C)S(=O)(=O)NC(CCC1=NC=CC=C1)=O